N1C=NC=C1C1=C(N=C2N1C=C(C=N2)COCC=2C=NC=CC2)C2=NC(=NN2)C(F)(F)F 3-({[3-(1H-imidazol-5-yl)-2-[3-(trifluoromethyl)-1H-1,2,4-triazol-5-yl]imidazo[1,2-a]pyrimidin-6-yl]methoxy}methyl)pyridine